7-(Tert-butyl) 2-methyl 4-hydroxy-5,8-dihydropyrido[3,4-d]pyrimidin-2,7(6H)-dicarboxylate OC=1C2=C(N=C(N1)C(=O)OC)CN(CC2)C(=O)OC(C)(C)C